(1S,4s)-4-(2-(((R)-2-(3-Fluorophenyl)-2-hydroxyethyl)amino)-2-methylpropyl)cyclohexane-1-carbonitrile FC=1C=C(C=CC1)[C@H](CNC(CC1CCC(CC1)C#N)(C)C)O